N1C(=NC2=C1C=CC=C2)C2=C(C=C(C=C2)Cl)C=2C(=CC(=CC2)C(N[C@H](COC)C2=CC=CC=C2)=O)C(=O)O 2'-(1H-1,3-benzodiazol-2-yl)-5'-chloro-4-{[(1S)-2-methoxy-1-phenylethyl]carbamoyl}-[1,1'-biphenyl]-2-carboxylic acid